C(C)(=O)OCC1=C(N2C([C@H]([C@H]2SC1)NC(CC=1SC=CC1)=O)=O)C(=O)[O-].[Na+] Sodium (6R,7R)-3-(acetoxymethyl)-8-oxo-7-(2-(thiophen-2-yl)acetamido)-5-thia-1-azabicyclo[4.2.0]oct-2-ene-2-carboxylate